16-bromo-1,1,1-trifluoro-hexadecane BrCCCCCCCCCCCCCCCC(F)(F)F